BrC1=CC=CC=2OC3(CCCC4=CC(=CC=C34)Cl)OC21 4-bromo-6'-chloro-3',4'-dihydro-2'H-spiro[benzo[d][1,3]dioxole-2,1'-naphthalene]